C(C)OC(=O)C1=CNC(=N[C@H]1C1=C(C(=C(C=C1)F)F)F)C=1SC=CN1 (R)-5-(ethoxycarbonyl)-2-(thiazol-2-yl)-6-(2,3,4-trifluorophenyl)-3,6-dihydropyrimidine